2-(2-methylpyrrolidin-1-yl)-N-(4-(3-(piperidin-1-yl)cyclobutyloxy)phenyl)thioacetamide CC1N(CCC1)CC(=S)NC1=CC=C(C=C1)OC1CC(C1)N1CCCCC1